1-[2-cyano-4-(trifluoromethyl)phenyl]-4-[6-(2-ethoxyphenyl)pyridazin-3-yl]-N-(1-methylazetidin-3-yl)piperidine-4-carboxamide C(#N)C1=C(C=CC(=C1)C(F)(F)F)N1CCC(CC1)(C(=O)NC1CN(C1)C)C=1N=NC(=CC1)C1=C(C=CC=C1)OCC